(4E)-3,11,11-trimethyl-10,10-diphenyl-2,9-dioxa-3-aza-10-siladodeca-4-en-6-one CN(OC)\C=C\C(CCO[Si](C(C)(C)C)(C1=CC=CC=C1)C1=CC=CC=C1)=O